C(C1=CC=CC=C1)C(C(=O)O)CCCN 2-benzyl-5-aminopentanoic acid